FC1=C(C=C2C(=CC(=NC2=C1)C1=C(C=CC=C1)C)C(=C)C)N1N=CNC1=O 1-(7-fluoro-4-(prop-1-en-2-yl)-2-(o-tolyl)quinolin-6-yl)-1H-1,2,4-triazol-5(4H)-one